C(C)(=O)O[C@@H]1C[C@@]2([C@@H](C[C@H]3[C@@H]4CC[C@H]([C@@H](CCCC(C)C)C)[C@]4(CC[C@@H]3[C@]2(CC1)C)C)NCCCCNCCCN)O 3β-acetoxy-5α-hydroxy-6β-[4-(3-aminopropylamino)butyl-amino]cholestane